4-methyl-3-(methylsulfinyl)benzamide CC1=C(C=C(C(=O)N)C=C1)S(=O)C